(S)-2-[4-chloro-2-(5-isoxazolyl)phenoxy]propionic acid ClC1=CC(=C(O[C@H](C(=O)O)C)C=C1)C1=CC=NO1